(2S,3S,4R,5R)-3,4-dihydroxyl-5-(6-(((4-methylpyridin-2-yl)methyl)amino)-2-(pyridin-3-yl)-9H-purin-9-yl)-N-(2,2,2-trifluoroethyl)tetrahydrofuran-2-formamide O[C@@H]1[C@H](O[C@H]([C@@H]1O)N1C2=NC(=NC(=C2N=C1)NCC1=NC=CC(=C1)C)C=1C=NC=CC1)C(=O)NCC(F)(F)F